di-tert-butylphenyliodonium hexafluorophosphate F[P-](F)(F)(F)(F)F.C(C)(C)(C)C=1C(=C(C=CC1)[IH+])C(C)(C)C